COC(C1=CC(=CC(=C1)C=1SC(=CN1)C)OC=1SC(=NN1)C)=O 3-[(5-methyl-1,3,4-thiadiazol-2-yl)oxy]-5-(5-methyl-1,3-thiazol-2-yl)benzoic acid methyl ester